N-(1,1-dimethyl-2-methyl-sulfanyl-ethyl)-7-fluoro-2-(3-pyridyl)indazole-4-carboxamide CC(C(C)S)(C)NC(=O)C=1C2=CN(N=C2C(=CC1)F)C=1C=NC=CC1